2-chloro-4-methanesulfonyl-N-[(1r,3s)-3-{[2-(trifluoromethyl)quinolin-4-yl]amino}cyclohexyl]benzamide ClC1=C(C(=O)N[C@H]2C[C@H](CCC2)NC2=CC(=NC3=CC=CC=C23)C(F)(F)F)C=CC(=C1)S(=O)(=O)C